C(C)OC(=O)C1=NN2C(N=C(C=C2N(C)C2=C(C=CC=C2C)F)C2=CC(=C(C(=C2)F)Cl)F)=C1 5-(4-chloro-3,5-difluorophenyl)-7-((2-fluoro-6-methylphenyl)(methyl)amino)pyrazolo[1,5-a]pyrimidine-2-carboxylic acid ethyl ester